C(C)(C)OC=1C=CC=2C(N1)=NN(C2)C21COC(C2)(C1)COC 6-isopropoxy-2-(1-(methoxymethyl)-2-oxabicyclo[2.1.1]hexan-4-yl)-2H-pyrazolo[3,4-b]pyridine